(S)-N'-((3-(2-(trifluoromethoxy)pyridin-4-yl)bicyclo[4.2.0]octa-1(6),2,4-trien-2-yl)carbamoyl)-6,7-dihydro-5H-pyrazolo[5,1-b][1,3]oxazine-3-sulfonimidamide FC(OC1=NC=CC(=C1)C1=C(C=2CCC2C=C1)NC(=O)N=[S@@](=O)(N)C=1C=NN2C1OCCC2)(F)F